[3-(4-Amino-7-methyl-7H-pyrrolo[2,3-d]pyrimidin-5-yl)-2-fluoro-phenyl]-carbamic Acid Tert-Butyl Ester C(C)(C)(C)OC(NC1=C(C(=CC=C1)C1=CN(C=2N=CN=C(C21)N)C)F)=O